1-phenylnon-4,6,8-triene C1(=CC=CC=C1)CCCC=CC=CC=C